(2-fluoro-4-(pyrrolidin-2-yl)phenyl)benzo[d]imidazo[2,1-b]thiazole-7-carboxamide hydrochloride Cl.FC1=C(C=CC(=C1)C1NCCC1)C=1N=C2SC3=C(N2C1)C=CC(=C3)C(=O)N